4-(2,3,4,5,6-pentaiodophenyl)butan-1-amine IC1=C(C(=C(C(=C1I)I)I)I)CCCCN